CC(CC(C)=O)=O.[Ca] calcium (2,4-pentanedione)